ClC1=CC(=C(C(=C1)C(F)(F)F)B1OC(C(O1)(C)C)(C)C)OCOCC 2-(4-Chloro-2-(ethoxymethoxy)-6-(trifluoromethyl)phenyl)-4,4,5,5-tetramethyl-1,3,2-dioxaborolane